CC=1C=CC=C2C=NC=NC12 8-methylquinazoline